C(C)OCOC1=C(C=CC(=C1F)C#C)C1=NN=C(C2=CC=CC=C12)N[C@H]1COCC1 (R)-4-(2-(ethoxymethoxy)-4-ethynyl-3-fluorophenyl)-N-(tetrahydrofuran-3-yl)phthalazin-1-amine